(3R)-8-cyclopropyl-4-[2-(2-fluorophenyl)sulfonyl-2-azaspiro[3.3]heptan-6-yl]-3-methyl-2,3-dihydropyrido[3,2-f][1,4]oxazepin-5-one C1(CC1)C=1C=CC=2C(N([C@@H](COC2N1)C)C1CC2(CN(C2)S(=O)(=O)C2=C(C=CC=C2)F)C1)=O